5-Methoxy-2-morpholinooxazolo[4,5-b]pyridine-6-carbaldehyde COC1=C(C=C2C(=N1)N=C(O2)N2CCOCC2)C=O